NC1=C(C=C(C=C1)C=1C=NC=CC1)NC(C1=CC=C(C=C1)S(=O)(=O)C)=O N-[2-amino-5-(3-pyridinyl)phenyl]-4-(methylsulfonyl)benzamide